C(CCCCCCC)C1(C=C2C=C3C=CC=CC3=C2C=C1)CCCCCCCC 2,2-dioctylfluorene